(2,8-dioxaspiro[4.5]decan-3-yl)methylamine C1OC(CC12CCOCC2)CN